2'-(9H-carbazol-9-yl)-3,5-bis(3-methyl-9H-carbazol-9-yl)-[1,1'-biphenyl] C1=CC=CC=2C3=CC=CC=C3N(C12)C1=C(C=CC=C1)C1=CC(=CC(=C1)N1C2=CC=CC=C2C=2C=C(C=CC12)C)N1C2=CC=CC=C2C=2C=C(C=CC12)C